O=S1(CCN(CC1)C(=O)C=1C(=C2C3C(C(OC2=CC1CCCCC)(C)C)CCC(=C3)C)O)=O (1,1-dioxidothiomorpholino)(1-hydroxy-6,6,9-trimethyl-3-pentyl-6a,7,8,10a-tetrahydro-6H-benzo[c]chromen-2-yl)methanone